FC=1C(=NC(=NC1)NN)C fluoro-2-hydrazino-4-methylpyrimidine